[C@H]1([C@H](O)[C@@H](O)[C@H](O)[C@H](O1)CO)OC[C@H]([C@H]([C@@H](C(CO)=O)O)O)O 6-O-alpha-D-glucosyl-D-fructose